3-Methyl-5-phenylpentyl-2-hydroxybenzoat CC(CCOC(C1=C(C=CC=C1)O)=O)CCC1=CC=CC=C1